[N+](=O)([O-])C1=C(N)C=C(C=C1)[N+](=O)[O-] 2,5-dinitroaniline